FC(COC1=NC=C(C=N1)C1=C(N=C2COCCN2C1=O)C(F)(F)F)(F)F 3-[2-(2,2,2-trifluoroethoxy)pyrimidin-5-yl]-2-(trifluoromethyl)-4H,6H,7H,9H-pyrimido[2,1-c][1,4]oxazin-4-one